3,7-dihydroxy-2,4-dimethoxyphenanthrene OC=1C(=CC=2C=CC3=CC(=CC=C3C2C1OC)O)OC